C(C)(C)(C)C(C1=CC=CC=C1)(N)N tertiary butyl-toluenediamine